C(C)(C)(C)C1=NN=C(O1)C1=CC2=C(C(CC(C(N2CC2=CC=C(C=C2)OC2CCCC2)=O)NC(OC(C)(C)C)=O)(F)F)C=C1F tert-butyl N-[8-(5-tert-butyl-1,3,4-oxadiazol-2-yl)-1-[[4-(cyclopentoxy)phenyl]methyl]-5,5,7-trifluoro-2-oxo-3,4-dihydro-1-benzazepin-3-yl]carbamate